5-(2-(2-chloro-5-fluorophenyl)pyrrolidin-1-yl)pyrazolo[1,5-a]pyrimidin-3-yl-4-hydroxypiperidine-1-carboxamide ClC1=C(C=C(C=C1)F)C1N(CCC1)C1=NC=2N(C=C1)N=CC2C2N(CCC(C2)O)C(=O)N